tert-butyl 2-((8-bromo-3,7-dimethyl-2,6-dioxo-2,3,6,7-tetrahydro-1H-purin-1-yl)methyl)-4-methyl-1H-indole-1-carboxylate BrC1=NC=2N(C(N(C(C2N1C)=O)CC=1N(C2=CC=CC(=C2C1)C)C(=O)OC(C)(C)C)=O)C